fluoroacetyl-CoA FCC(=O)SCCNC(CCNC([C@@H](C(COP(OP(OC[C@@H]1[C@H]([C@H]([C@@H](O1)N1C=NC=2C(N)=NC=NC12)O)OP(=O)(O)O)(=O)O)(=O)O)(C)C)O)=O)=O